N-(2-amino-2-oxoethyl)-2-(3-(3-(1-(2-chloro-4-fluorophenyl)cyclopropyl)-1,2,4-oxadiazol-5-yl)-5-(difluoromethyl)-1H-pyrazol-1-yl)acetamide NC(CNC(CN1N=C(C=C1C(F)F)C1=NC(=NO1)C1(CC1)C1=C(C=C(C=C1)F)Cl)=O)=O